3-(((1,4-dihydroquinazolin-2-yl)thio)methyl)-7-fluoro-5H-thiazolo[2,3-b]Quinazoline dihydrochloride Cl.Cl.N1C(=NCC2=CC=CC=C12)SCC1=CSC2=NC3=CC=C(C=C3CN21)F